N[C@@H](C(=O)NCC1=CC=CC=C1)CO (2R)-2-amino-3-hydroxy-N-(benzyl)-propionamide